F[C@@H]1[C@H](CNC1)NC1=NC(=CC=C1)C1=CN=C2N1N=C(C=C2)C=2C=NN(C2)C N-[(3S,4S)-4-fluoropyrrolidin-3-yl]-6-[6-(1-methylpyrazol-4-yl)imidazo[1,2-b]pyridazin-3-yl]pyridin-2-amine